CN(CCN1C=CC2=CC=C(C=C12)C(=O)[O-])C 1-(2-(dimethylamino)ethyl)-1H-indole-6-carboxylate